2-(2,6-dioxo-3-piperidinyl)isoindoline O=C1NC(CCC1N1CC2=CC=CC=C2C1)=O